tert-Butyl 2-bromo-6-(dimethylamino)pyridine-4-carboxylate BrC1=NC(=CC(=C1)C(=O)OC(C)(C)C)N(C)C